3-methyl-1-(oxacyclohex-2-yl)indazole-6-carboxylic acid CC1=NN(C2=CC(=CC=C12)C(=O)O)C1OCCCC1